O1C(=O)C(=CC2=CC=CC=C12)C(=O)O COUMARIN-3-CARBOXYLIC ACID